3,4-dihydropyrimidin-4-imine N1=CNC(C=C1)=N